CC1=CN=C(S1)[Li] (5-methylthiazol-2-yl)lithium